N-(4-(Ethylsulfonyl)-1-methyl-3-(7-(trifluoromethyl)-[1,2,4]triazolo[1,5-c]pyrimidin-2-yl)-1H-pyrazol-5-yl)acetamide C(C)S(=O)(=O)C=1C(=NN(C1NC(C)=O)C)C1=NN2C=NC(=CC2=N1)C(F)(F)F